3,5-dihydroxy-2-(1-oxopropyl)phenolate OC=1C(=C(C=C(C1)O)[O-])C(CC)=O